(3S)-1-[2-[4-(2-chlorophenyl)-2-oxo-chromen-7-yl]oxybutanoyl]piperidine-3-carboxylic acid ClC1=C(C=CC=C1)C1=CC(OC2=CC(=CC=C12)OC(C(=O)N1C[C@H](CCC1)C(=O)O)CC)=O